COC1=NC=C(C2=C1N=C(S2)NC(=O)C=2C=NN(C2)C)C2CCNCC2 1-Methyl-1H-pyrazole-4-carboxylic acid (4-methoxy-7-piperidin-4-yl-thiazolo[4,5-c]pyridin-2-yl)-amide